C(C1=CC=CC=C1)C1=CC=C(C=C1)C(C)=O p-benzyl-acetophenone